BrC=1C=C(C=CC1F)[C@@H](CN(C)C)N1C(C=C(C=C1)C1=CNC2=NC=C(C=C21)N2CCOCC2)=O (S)-1-(1-(3-bromo-4-fluorophenyl)-2-(dimethylamino)ethyl)-4-(5-morpholino-1H-pyrrolo[2,3-b]pyridin-3-yl)pyridin-2(1H)-one